ClC1=CC(=NC(=N1)N1CCCC1)NC1CCN(CC1)C(=O)OC(C)(C)C tert-butyl 4-[(6-chloro-2-pyrrolidin-1-ylpyrimidin-4-yl)amino]piperidine-1-carboxylate